ClC1=NOCC1 3-chloro-4,5-dihydroisoxazole